2,2'-binaphthyl-1,1'-dialdehyde C=1(C(=CC=C2C=CC=CC12)C=1C(=C2C=CC=CC2=CC1)C=O)C=O